ClC1C=2C(=NN(C2CCC1)C1=CN=NC(=C1)O[C@@H](C)C1=CC2=C(OC(O2)(F)F)C=C1)C(F)(F)F chloro-1-(6-((S)-1-(2,2-difluorobenzo[d][1,3]dioxol-5-yl)ethoxy)pyridazin-4-yl)-3-(trifluoromethyl)-4,5,6,7-tetrahydro-1H-indazole